C(C)(C)(C)OC(=O)N1C(C=2C(CC1)=C(N(N2)C)C2=C(C(=C(C(=C2)F)F)F)F)C 2,7-dimethyl-3-(2,3,4,5-tetrafluorophenyl)-5,7-dihydro-4H-pyrazolo[3,4-c]pyridine-6-carboxylic acid tert-butyl ester